5-ethyl-1-Phenyl-pyrazole-4-carboxamide C(C)C1=C(C=NN1C1=CC=CC=C1)C(=O)N